C(CCCCCCC)[N+]1=CNC=C1 3-octylimidazolium